(E)-2-(((2-butyl-4-fluorobenzo[d]-oxazol-6-yl)oxy)methyl)-3-fluoroprop-2-en-1-amine 4-methylbenzenesulfonate CC1=CC=C(C=C1)S(=O)(=O)O.C(CCC)C=1OC2=C(N1)C(=CC(=C2)OC\C(\CN)=C\F)F